C(C(=C)C)(=O)OCCC[Si](OCC)(OCC)C {3-(methacryloyloxy)propyl}methyldiethoxysilane